O1CCN(CC1)C1=NC2=CC=CC=C2C(N1)=O 2-morpholinoquinazolin-4(3H)-one